FC(CN(C(O)=O)C1=NC2=C(N1)C=CC(=C2)C2=C(C=CC(=C2)CC2=NNC(C1=CC=CC=C21)=O)F)F.[C@H]2([C@@H](O)[C@@H](O)[C@H](O)[C@H](O2)CO)O[C@H]([C@@H](C=O)O)[C@H](O)[C@H](O)CO 3-O-alpha-D-mannopyranosyl-D-mannose 2,2-Difluoroethyl-(5-(2-fluoro-5-((4-oxo-3,4-dihydrophthalazin-1-yl)methyl)phenyl)-1H-benzoimidazol-2-yl)carbamate